FC=1C=C(C=CC1)C=1C(=C2C(=NC1C(F)(F)F)CCC2)N 3-(3-Fluorophenyl)-2-(trifluoromethyl)-6,7-dihydro-5H-cyclopenta[b]pyridin-4-amine